tert-butyl 4-[3-(p-tolylsulfonyloxy)propyl]piperazine-1-carboxylate C1(=CC=C(C=C1)S(=O)(=O)OCCCN1CCN(CC1)C(=O)OC(C)(C)C)C